7-(((R)-1-Acetylpyrrolidin-3-yl)amino)-5,6-difluoro-2-((((trans)-4-hydroxycyclohexyl)thio)methyl)quinazolin-4(3H)-one C(C)(=O)N1C[C@@H](CC1)NC1=C(C(=C2C(NC(=NC2=C1)CS[C@@H]1CC[C@H](CC1)O)=O)F)F